3-(5-(((1s,2r)-2-aminocyclohexyl)oxy)-1-oxoisoindolin-2-yl)piperidine-2,6-dione N[C@H]1[C@H](CCCC1)OC=1C=C2CN(C(C2=CC1)=O)C1C(NC(CC1)=O)=O